FC=1C=C2C(=NC1)C[C@H](C1=C(O2)C=CC=C1)CNC |o1:8| (R*)-(3-fluoro-10,11-dihydrobenzo[6,7]oxepino[3,2-b]pyridin-10-yl)-N-methylmethanamine